C(C)OC1=NC(=CC=C1C(=O)N(C)C)NC1=NNC2=CC(=CC=C12)[C@@H]1C[C@@]12C(NC1=CC=C(C=C21)OC)=O ethoxy-6-({6-[(1R,2S)-5'-methoxy-2'-oxo-1',2'-dihydrospiro[cyclopropane-1,3'-indol]-2-yl]-1H-indazol-3-yl}amino)-N,N-dimethylpyridine-3-carboxamide